lithium calcium tin [Sn].[Ca].[Li]